C1(CC1)S(=O)(=O)NC=1SC=C(N1)C(C(=O)NC1=CC=C(C=C1)C1=NC(=CN=C1)OCCC)(C)C 2-(2-(cyclopropanesulfonylamino)thiazol-4-yl)-2-methyl-N-(4-(6-propoxypyrazin-2-yl)phenyl)propanamide